1-[2-[(3aS,6aR)-3,3a,4,5,6,6a-hexahydro-1H-cyclopenta[c]pyrrol-2-yl]-8-(2-chlorophenyl)-9-(4-chlorophenyl)purin-6-yl]-4-methyl-piperidine-4-carboxamide C1N(C[C@@H]2[C@H]1CCC2)C2=NC(=C1N=C(N(C1=N2)C2=CC=C(C=C2)Cl)C2=C(C=CC=C2)Cl)N2CCC(CC2)(C(=O)N)C